N=1ON=C2C1C=CC(=C2)C(=O)N2CCN(CC2)C2=CC=CC=C2 2,1,3-benzooxadiazol-5-yl-(4-phenylpiperazino)methanone